1-(3-(1-carbamoylcyclopropyl)benzoyl)-N-((R)-cyclopropyl(2-fluoro-4-(trifluoromethyl)phenyl)methyl)-D-prolinamide C(N)(=O)C1(CC1)C=1C=C(C(=O)N2[C@H](CCC2)C(=O)N[C@@H](C2=C(C=C(C=C2)C(F)(F)F)F)C2CC2)C=CC1